C(N)(=N)C=1C=C(SC1C)CNC(=O)[C@H]1N([C@H]2C[C@]2(C1)C)C(CNC(CCCOC1=CC=CC=C1)=O)=O (1S,3S,5S)-N-((4-carbamimidoyl-5-methylthiophen-2-yl)methyl)-5-methyl-2-((4-phenoxybutanoyl)glycyl)-2-azabicyclo[3.1.0]hexane-3-carboxamide